CN(C(=O)NC1=CC=C(C=C1)CNC(=O)C1=NN(C2=CC=C(C=C12)C1=NC=C(C=C1)C(N(C)C)=O)C)C N-({4-[(dimethylcarbamoyl)amino]phenyl}methyl)-5-[5-(dimethylcarbamoyl)pyridin-2-yl]-1-methyl-1H-indazole-3-carboxamide